bis(3-triethoxysilylpropyl)tetrasulphide C(C)O[Si](CCCSSSSCCC[Si](OCC)(OCC)OCC)(OCC)OCC